C1(CC1)OC=1NC=C(N1)C=1C=NC=CC1 3-(2-cyclopropoxy-1H-imidazol-4-yl)pyridine